1-(tert-butyl) 2-methyl (2S,4S)-4-((3-nitropyridin-4-yl)oxy)-5-oxopyrrolidine-1,2-dicarboxylate [N+](=O)([O-])C=1C=NC=CC1O[C@H]1C[C@H](N(C1=O)C(=O)OC(C)(C)C)C(=O)OC